5-bromo-2-(6,6-dioxo-6-thia-2-azaspiro[3.5]non-2-yl)nicotinonitrile BrC=1C=NC(=C(C#N)C1)N1CC2(C1)CS(CCC2)(=O)=O